CC=1OC(=C(N1)C)C1=NC2=C(C=C(C=C2C(N1C)=O)C)[C@@H](C)N[S@](=O)C(C)(C)C (R)-N-((R)-1-(2-(2,4-dimethyloxazol-5-yl)-3,6-dimethyl-4-oxo-3,4-dihydroquinazolin-8-yl)ethyl)-2-methylpropane-2-sulfinamide